FC(C1=NN=C(S1)C1=NC=C2N1C=C(N=C2N2CCN(CC2)CC(C)C)S(=O)(=O)NC2(CC2)C)F 3-(5-(difluoromethyl)-1,3,4-thiadiazol-2-yl)-8-(4-isobutylpiperazin-1-yl)-N-(1-Methylcyclopropyl)imidazo[1,5-a]pyrazine-6-sulfonamide